C(C)(C)C1N2C(C3=CC(=C(C=C3C1)OCCCOC)C(CC(C)C)=O)=CC(C(=C2)C(=O)O)=O 6-isopropyl-9-(3-methoxypropoxy)-10-(3-methylbutanoyl)-2-oxo-6,7-dihydro-2H-pyrido[2,1-a]isoquinoline-3-carboxylic acid